N1=C2C(=CC=C1)CC1=C(O2)C=CC=C1 [1]-benzopyrano[2,3-b]pyridine